C(C)(=O)OC=1C(=NC=CC1OC)C(=O)N[C@@H](C)C(=O)O[C@H](C(C1=CC=C(C=C1)F)C1=CC=C(C=C1)F)C (1S)-2,2-bis(4-fluorophenyl)-1-methylethyl N-[[3-(acetyloxy)-4-methoxy-2-pyridinyl]carbonyl]-L-alaninate